4-bromo-3-methyl-5-(methyl-d3)-1H-pyrazole-1-carboxylic acid tert-butyl ester C(C)(C)(C)OC(=O)N1N=C(C(=C1C([2H])([2H])[2H])Br)C